(2,6-dichloropyridin-3-yl)acetonitrile ClC1=NC(=CC=C1CC#N)Cl